C1(CC1)C1=C(C=C(C(=C1)I)C)N(C(\C=C\CN(C)C)=O)C1=CC=C2C(=N1)C(=NN2C)O[C@@H]2CC[C@H](CC2)C(=O)O (trans)-4-({5-[(2E)-N-(2-cyclopropyl-4-iodo-5-methylphenyl)-4-(dimethylamino)but-2-enamido]-1-methylpyrazolo[4,3-b]pyridin-3-yl}oxy)cyclohexane-1-carboxylic acid